5-((4,6-difluoro-5-(4'-((3-(2-methoxyethoxy)azetidin-1-yl)methyl)-[1,1'-biphenyl]-4-yl)-1H-benzo[d]imidazol-2-yl)oxy)-2-methylbenzoic acid FC1=C(C(=CC=2NC(=NC21)OC=2C=CC(=C(C(=O)O)C2)C)F)C2=CC=C(C=C2)C2=CC=C(C=C2)CN2CC(C2)OCCOC